CC1=CC=CC=C1C 2,3-dimethyl-benzene